O1C=CC2=C1C=C(C=C2)C2=CN=C1N2N=C(C=C1)Cl 3-(benzofuran-6-yl)-6-chloro-imidazo[1,2-b]pyridazine